OC1CN(CCC1C#C[Si](C)(C)C)C(=O)OC(C)(C)C tert-butyl 3-hydroxy-4-((trimethylsilyl)ethynyl)piperidine-1-carboxylate